ClC1=CC=CC=2NC3=CC=4C(C5=CC(=CC=C5NC4C=C3C(C12)=O)Cl)=O 1,9-dichloro-5,7,12,14-tetrahydro-5,12-diazapentacene-7,14-dione